cyclohexylmethyl-(2,2,2-trifluoroethyl)phosphine oxide C1(CCCCC1)CP(CC(F)(F)F)=O